2-methyl-propanal CC(C=O)C